(R)-2-chloro-N-(5-chloro-6-(pyrrolidin-1-yl)pyridin-3-yl)-8,8-dimethyl-7,8-dihydro-6H-cyclopenta[e]pyrazolo[1,5-a]pyrimidine-6-carboxamid ClC1=NN2C(N=CC3=C2C(C[C@H]3C(=O)NC=3C=NC(=C(C3)Cl)N3CCCC3)(C)C)=C1